(R)-7-(4-(2H-1,2,3-triazol-2-yl)phenyl)-2-(1-cyclopropyl-2-hydroxy-2-methylpropyl)isoindolin-1-one N=1N(N=CC1)C1=CC=C(C=C1)C=1C=CC=C2CN(C(C12)=O)[C@@H](C(C)(C)O)C1CC1